((2R,5S)-5-amino-5-(methoxymethyl)tetrahydro-2H-pyran-2-yl)((S)-1-(4-fluorophenyl)-3,4-dihydroisoquinolin-2(1H)-yl)methanone monon-hexyl-fumarate C(CCCCC)OC(\C=C\C(=O)O)=O.N[C@@]1(CC[C@@H](OC1)C(=O)N1[C@H](C2=CC=CC=C2CC1)C1=CC=C(C=C1)F)COC